NC1=NC(=NN2C1=NC=C2CC2=CC(=C(C(=C2)F)OCCNC)F)O[C@@H](CCO)CCC |o1:25| (R or S)-3-((4-amino-7-(3,5-difluoro-4-(2-(methylamino)ethoxy)benzyl)imidazo[2,1-f][1,2,4]triazin-2-yl)oxy)hexan-1-ol